4-({1-[(tert-butoxy)carbonyl]piperidin-4-yl}oxy)pyridine-2-carboxylic acid C(C)(C)(C)OC(=O)N1CCC(CC1)OC1=CC(=NC=C1)C(=O)O